O=C1NC(CCC1N1C(C2=CC=C(C=C2C1)CNC(C(C1=CC(=CC=C1)CN1CCN(CC1)C)(F)F)=O)=O)=O N-((2-(2,6-dioxopiperidin-3-yl)-1-oxoisoindolin-5-yl)methyl)-2,2-difluoro-2-(3-((4-methylpiperazin-1-yl)methyl)phenyl)acetamide